C(CCC)C1=NC(=CC=C1)C1=CC=CC=C1 2-butyl-6-phenylpyridine